1-[(2R,4S)-4-[4-amino-3-[2-(4,6-difluoro-1-methylindazol-5-yl)ethynyl]pyrazolo[3,4-d]pyrimidin-1-yl]-2-(methoxymethyl)pyrrolidin-1-yl]prop-2-en-1-one NC1=C2C(=NC=N1)N(N=C2C#CC=2C(=C1C=NN(C1=CC2F)C)F)[C@H]2C[C@@H](N(C2)C(C=C)=O)COC